4-(6-chloro-3-(1-(tetrahydro-2H-pyran-2-yl)-1H-pyrazol-5-yl)imidazo[1,2-b]Pyridazin-8-yl)morpholine ClC=1C=C(C=2N(N1)C(=CN2)C2=CC=NN2C2OCCCC2)N2CCOCC2